ClC1=C(C=CC(=C1)C=1C=C2C=NN(C2=CC1)C1=CC(=CC(=C1)O)F)O 2-chloro-4-(1-(3-fluoro-5-hydroxyphenyl)-1H-indazol-5-yl)phenol